C(C1=CC=CC=C1)OC(=O)N1[C@@H](C[C@@H](CC1)C1CC1)C1=CC(=C(C=C1)C(=O)OC)F (2S,4R)-4-cyclopropyl-2-(3-fluoro-4-(methoxycarbonyl)phenyl)piperidine-1-carboxylic acid benzyl ester